N-(3-bromo-2,4-dimethyl-5-nitrophenyl)acetamide BrC=1C(=C(C=C(C1C)[N+](=O)[O-])NC(C)=O)C